FC([C@@H](O)[C@H]1N(CCC1)C)(F)F (1S)-2,2,2-trifluoro-1-[(2S)-1-methylpyrrolidin-2-yl]ethan-1-ol